N-cyclopropyl-2-(difluoromethoxy)-6-methoxy-4-[4-(1-methylpyrazol-4-yl)-2-nitro-anilino]benzamide C1(CC1)NC(C1=C(C=C(C=C1OC)NC1=C(C=C(C=C1)C=1C=NN(C1)C)[N+](=O)[O-])OC(F)F)=O